NC1=CC(=C(C=C1)CCSCNC(=O)CNC(OC(C)(C)C)=O)Cl tert-butyl N-[[([[2-(4-amino-2-chlorophenyl)ethyl]sulfanyl]methyl)-carbamoyl]methyl]carbamate